N-Acrylyl-Isoleucine C(C=C)(=O)N[C@@H]([C@@H](C)CC)C(=O)O